FC1=C(C(=CC=C1)C1=CC=CC=C1)C(=O)N 3-fluoro-[1,1'-biphenyl]-2-carboxamide